C1(=CC=CC=C1)C1P(C(CCC1)C1=CC=CC=C1)C1=C(C=CC=C1C1=C(C(=CC(=C1C)C)C)C)C1=C(C(=CC(=C1C)C)C)C 2,6-diphenyl-1-[2,6-bis(2,3,5,6-tetramethylphenyl)phenyl]-phospha-cyclohexane